4'H,6'H-spiro[cyclobutane-1,3'-[1,4]thiazepino[2,3,4-ij]quinazolin]-6'-one S1CC2(CN3C(N=CC4=CC=CC1=C34)=O)CCC2